tert-butyl (5S)-5-{[(2S)-1-(cyclopropylcarbamoyl)-1-hydroxy-3-[(3S)-2-oxopyrrolidin-3-yl]propan-2-yl]carbamoyl}-6-azaspiro[2.5]octane-6-carboxylate C1(CC1)NC(=O)C([C@H](C[C@H]1C(NCC1)=O)NC(=O)[C@@H]1CC2(CC2)CCN1C(=O)OC(C)(C)C)O